2-[(4s)-2,2,4-trimethylpyrrolidin-1-yl]pyridine-3-carboxamide CC1(N(C[C@H](C1)C)C1=NC=CC=C1C(=O)N)C